OC1=CC=C(OCC(=O)O)C=C1 4-hydroxyphenoxyacetic acid